4-(7-(3,8-diazabicyclo[3.2.1]oct-3-yl)-3H-imidazo[4,5-b]pyridin-2-yl)morpholine hydrochloride Cl.C12CN(CC(CC1)N2)C2=C1C(=NC=C2)NC(=N1)N1CCOCC1